ClC1=C(C=C(C=C1)F)[C@H]1NC(C2=C3C(=CC(=C12)NC(C1=CC(=CC(=C1)C(F)(F)F)F)=O)O[C@@H](C(N3)=O)C)=O |o1:32| N-((3R*,7S)-7-(2-chloro-5-fluorophenyl)-3-methyl-2,9-dioxo-1,2,3,7,8,9-hexahydro-[1,4]oxazino[3,2-e]isoindol-6-yl)-3-fluoro-5-(trifluoromethyl)benzamide